N-(2-(((tert-Butoxycarbonylmethyl)amino)methyl)quinolin-8-yl)-4-(trifluoromethyl)benzenesulfonamide C(C)(C)(C)OC(=O)CNCC1=NC2=C(C=CC=C2C=C1)NS(=O)(=O)C1=CC=C(C=C1)C(F)(F)F